CC(C)N1N=NC2=C1C=CC(=C2)C2=NC=1C3=CC=CC=C3CCCC1O2 4-[1-(propan-2-yl)-1H-1,2,3-benzotriazol-5-yl]-5-oxa-3-azatricyclo[8.4.0.02,6]tetradeca-1(14),2(6),3,10,12-pentaene